N-((6-methylpyridazin-3-yl)methyl)-6-(5-methylpyridin-2-yl)-2-(trifluoromethyl)quinazolin-4-amine CC1=CC=C(N=N1)CNC1=NC(=NC2=CC=C(C=C12)C1=NC=C(C=C1)C)C(F)(F)F